C12C3C=CC(C2CC=CC1)C3 tricyclo[4.4.0.12,5]undec-3,8-diene